C(CCC)[C@@H]1NS(C2=C(N(C1)C1=CC=CC=C1)C=C(C(=C2)O/C=C/C(=O)O)SCC)(=O)=O (S)-(E)-3-((3-butyl-7-(ethylthio)-1,1-dioxido-5-phenyl-2,3,4,5-tetrahydro-1,2,5-benzothiadiazepin-8-yl)oxy)acrylic acid